zirconium tetra-n-butyrate C(CCC)(=O)[O-].C(CCC)(=O)[O-].C(CCC)(=O)[O-].C(CCC)(=O)[O-].[Zr+4]